2-methyl-2-(methylsulfonyl)-4-(4-(4-(pyridin-4-yl)phenyl)-3,6-dihydropyridin-1(2H)-yl)-N-((tetrahydro-2H-pyran-2-yl)oxy)butanamide 3-Deoxy-D-arabinoheptulosonat C(C(=O)C[C@@H](O)[C@H](O)[C@H](O)CO)(=O)O.CC(C(=O)NOC1OCCCC1)(CCN1CCC(=CC1)C1=CC=C(C=C1)C1=CC=NC=C1)S(=O)(=O)C